3-(4-(8-methoxy-4-oxo-2-(trifluoromethyl)-4H-pyrido[1,2-a]pyrimidin-3-yl)-1H-pyrazol-1-yl)propanenitrile COC1=CC=2N(C(C(=C(N2)C(F)(F)F)C=2C=NN(C2)CCC#N)=O)C=C1